C(C)OC(/C=C/[C@@H]1CN(CCC1)C(=O)OC(C)(C)C)=O tert-butyl (3R)-3-[(E)-3-ethoxy-3-oxo-prop-1-enyl]piperidine-1-carboxylate